5-phenyl-N-(3-(thiazol-2-yl)propyl)isoxazole-3-carboxamide C1(=CC=CC=C1)C1=CC(=NO1)C(=O)NCCCC=1SC=CN1